2-(3-methyl-5-(m-tolyl)-1H-pyrazol-1-yl)quinazolin-4(3H)-one CC1=NN(C(=C1)C=1C=C(C=CC1)C)C1=NC2=CC=CC=C2C(N1)=O